5-p-fluorophenyl-1,3,4-oxadiazole-2-acetic acid ethyl ester C(C)OC(CC=1OC(=NN1)C1=CC=C(C=C1)F)=O